2-(4-tert-butyl-5-chloro-2-methyl-phenyl)-5-(4-methyl-1,2,4-triazol-3-yl)-1H-1,6-naphthyridin-4-one C(C)(C)(C)C1=CC(=C(C=C1Cl)C=1NC2=CC=NC(=C2C(C1)=O)C1=NN=CN1C)C